N-(4-(4-amino-7-(tetrahydro-2H-pyran-4-yl)imidazo[5,1-f][1,2,4]Triazin-5-yl)-3-methoxybenzyl)-5-fluoro-2-methoxybenzamide NC1=NC=NN2C1=C(N=C2C2CCOCC2)C2=C(C=C(CNC(C1=C(C=CC(=C1)F)OC)=O)C=C2)OC